COC1=CC=C(C(=N1)C)B(O)O (6-methoxy-2-methyl-3-pyridyl)boronic acid